CN1CC(C1)(C)C(O)(C=1C=NC=C(C1)N1CCCC1)C1=CC=C(C=C1)OC (1,3-dimethyl-azetidin-3-yl)-(4-methoxy-phenyl)-(5-pyrrolidin-1-yl-pyridin-3-yl)-methanol